COC1=CC=C(CN2N=NC3=C2C=CC=C3CCC[C@@H](C(=O)NC)NC(OC(C)(C)C)=O)C=C1 tert-butyl (S)-(5-(1-(4-methoxybenzyl)-1H-benzo[d][1,2,3]triazol-4-yl)-1-(methylamino)-1-oxopentan-2-yl)carbamate